[N+](=O)([O-])C1=CC=C(CN2CCN3N=C(C(=C32)C(=O)N[C@@H](C)C3=CC=C(C(=O)OC)C=C3)C(F)(F)F)C=C1 Methyl (S)-4-(1-(1-(4-nitrobenzyl)-6-(trifluoromethyl)-2,3-dihydro-1H-imidazo[1,2-b]pyrazole-7-carboxamido)ethyl)benzoate